(S)-N-((R)-1-(3-chloro-2,4-difluorophenyl)-3-(4-chlorophenyl)propyl)-2-oxooxazolidine-5-carboxamide ClC=1C(=C(C=CC1F)[C@@H](CCC1=CC=C(C=C1)Cl)NC(=O)[C@@H]1CNC(O1)=O)F